CC1=CC=C(C=C1)/C=C/C(=O)C=1C(N(C(N(C1O)C)=C)C)=O [(2E)-3-(4-methylphenyl)prop-2-enoyl]-6-hydroxy-1,3-dimethyl-2-methylidene-1,2,3,4-tetrahydropyrimidin-4-one